NC1=NNC2=CC=CC(=C12)C=1C=C2C=CC=C(C2=CC1)C(=O)NC1=CC(=CC=C1)F 6-(3-amino-1H-indazol-4-yl)-N-(3-fluorophenyl)-1-naphthalenecarboxamide